2,3,5,6-tetramethyl-p-xylene-α,α'-diol CC1=C(C(=C(C(=C1CO)C)C)CO)C